N-[4-(3-cyanophenyl)-5-(2,6-dimethyl-4-pyridinyl)thiazol-2-yl]-4-(2-hydroxyethyl)-3-oxo-piperazine-1-carboxamide C(#N)C=1C=C(C=CC1)C=1N=C(SC1C1=CC(=NC(=C1)C)C)NC(=O)N1CC(N(CC1)CCO)=O